2-((4-(6-((4-Chloro-2-fluorophenyl)methoxy-d2)pyridin-2-yl)piperidin-1-yl)methyl)-4-(difluoromethoxy)-1-methyl-1H-benzo[d]imidazole-6-carboxylic acid ClC1=CC(=C(C=C1)C(OC1=CC=CC(=N1)C1CCN(CC1)CC1=NC2=C(N1C)C=C(C=C2OC(F)F)C(=O)O)([2H])[2H])F